1-[6-[[6-(2-ethylphenyl)-5-[3-(2,2,2-trifluoroethoxy)phenyl]-2-pyridyl]sulfamoyl]-2-pyridyl]-3-methyl-piperidine-3-carboxylic acid C(C)C1=C(C=CC=C1)C1=C(C=CC(=N1)NS(=O)(=O)C1=CC=CC(=N1)N1CC(CCC1)(C(=O)O)C)C1=CC(=CC=C1)OCC(F)(F)F